ClC1=CC=C(C=C1)C1CN(C1)S(=O)(=O)[C@H]1CN(CC1)C#N (R)-3-((3-(4-chlorophenyl)azetidin-1-yl)sulfonyl)pyrrolidine-1-carbonitrile